peracetic acid, hydroperoxide C(C)(=O)OOO